NC=1OC2=C(N1)C=C(C=C2)C2=NC(=NC(=N2)N2CCOCC2)N2CCNCC2 4-(4-(2-Aminobenzo[d]oxazol-5-yl)-6-morpholino-1,3,5-triazin-2-yl)piperazine